S(=O)(=O)(O)C1=C(C(=O)O)C=CC(=C1)O.[Na] sodium sulfo-4-hydroxybenzoic acid